C(C1=CC=CC=C1)OC(=O)N1[C@@H](C[C@H](C1)OC(C)=O)CC1=CNC2=CC(=CC=C12)F (2R,4R)-4-acetoxy-2-(6-fluoro-1H-indol-3-yl)methylpyrrolidine-1-carboxylic acid benzyl ester